4-(3-(2-((5-chloro-2-methylphenyl)amino)-7H-pyrrolo[2,3-d]pyrimidin-7-yl)phenyl)-2-(5-methylisoxazol-3-yl)but-3-yn-2-ol ClC=1C=CC(=C(C1)NC=1N=CC2=C(N1)N(C=C2)C=2C=C(C=CC2)C#CC(C)(O)C2=NOC(=C2)C)C